FC1(OC2=C(O1)C=CC=C2C2=CC=C(C=C2)SCCCC(=O)O)F 4-[4-(2,2-difluoro-benzo[1,3]dioxol-4-yl)-phenylthio]-butyric acid